(E)-3-(3-Hydroxy-4-methoxyphenyl)-1-[2-hydroxy-6-methoxy-4-[(2S,3S,4R,5S,6S)-3,4,5-trihydroxy-6-[[(2R,5S)-5-hydroxyoxan-2-yl]oxymethyl]oxan-2-yl]oxyphenyl]prop-2-en-1-one OC=1C=C(C=CC1OC)/C=C/C(=O)C1=C(C=C(C=C1OC)O[C@@H]1O[C@H]([C@H]([C@H]([C@@H]1O)O)O)CO[C@H]1OC[C@H](CC1)O)O